4-chloro-2-iodo-8,9-dihydro-7H-purino[8,9-b][1,3]oxazine ClC=1C=2N=C3OCCCN3C2N=C(N1)I